FC1(C[C@@](OC1)(C)[C@H](C=1N=C(SC1C)C)NC1=C(C(C1=O)=O)NC1=C(C(=NC=C1)C(=O)N(C)C)O)F 4-((2-(((S)-((S)-4,4-Difluoro-2-methyltetrahydrofuran-2-yl)(2,5-dimethylthiazol-4-yl)methyl)amino)-3,4-dioxocyclobut-1-en-1-yl)amino)-3-hydroxy-N,N-dimethylpicolinamide